4-[[3-amino-4-(methylamino)-5-quinolyl]oxy]-2-methyl-butan-2-ol NC=1C=NC2=CC=CC(=C2C1NC)OCCC(C)(O)C